5-[1-methyl-5-[2-(2-vinylphenoxy)ethoxymethyl]pyrazol-4-yl]-1H-indazole CN1N=CC(=C1COCCOC1=C(C=CC=C1)C=C)C=1C=C2C=NNC2=CC1